S(=O)([O-])[O-].[Li+].[Li+] lithium sulfite salt